methyl 3-fluoro-4-(2-(methoxycarbonyl) cyclopent-1-en-1-yl)-5-nitrobenzoate FC=1C=C(C(=O)OC)C=C(C1C1=C(CCC1)C(=O)OC)[N+](=O)[O-]